5-((2-((4-(((2-Methoxy-[1,1'-biphenyl]-4-yl)methyl)amino)butyl)amino)ethyl)amino)benzo[c][2,6]naphthyridine-8-carboxamide COC1=C(C=CC(=C1)CNCCCCNCCNC1=NC2=C(C3=CN=CC=C13)C=CC(=C2)C(=O)N)C2=CC=CC=C2